N-(4-(2-((benzo[d][1,3]dioxol-5-ylmethyl)amino)-2-oxoethyl)phenyl)-4-ethyl-N-(3-methylbenzyl)benzamide O1COC2=C1C=CC(=C2)CNC(CC2=CC=C(C=C2)N(C(C2=CC=C(C=C2)CC)=O)CC2=CC(=CC=C2)C)=O